diVinyl adipate C(CCCCC(=O)OC=C)(=O)OC=C